4-(4-methylpiperazin-1-yl)-N-(5-(pyridin-4-yl)-1H-pyrazolo[3,4-b]pyridin-3-yl)benzamide CN1CCN(CC1)C1=CC=C(C(=O)NC2=NNC3=NC=C(C=C32)C3=CC=NC=C3)C=C1